[C@@H]12OC[C@@H](N(C1)CCOCCN1C3=CC=C(C=C3OC=3C=C(C=CC13)Br)Br)C2 10-(2-(2-((1S,4S)-2-oxa-5-azabicyclo[2.2.1]heptan-5-yl)ethoxy)ethyl)-3,7-dibromo-10H-phenoxazine